FC=1C(=C2N(C(C=NC2=CC1)=O)C)OCC=O 2-((6-Fluoro-4-methyl-3-oxo-3,4-dihydroquinoxalin-5-yl)oxy)acetaldehyde